O=C1NC(CCC1N1C(C2=CC(=C3C(=C2C1)OC=C3)NC(C3=C(C=CC=C3)OC(F)(F)F)=O)=O)=O N-(7-(2,6-dioxopiperidin-3-yl)-6-oxo-7,8-dihydro-6H-furo[2,3-e]isoindol-4-yl)-2-(trifluoromethoxy)benzamide